1-((1-((methylsulfonyl)methyl)cyclobutyl)methyl)-1H-pyrazol-4-amine CS(=O)(=O)CC1(CCC1)CN1N=CC(=C1)N